(R)-2-methyl-N-((R/S)-1-(3-methyl-5-nitrophenyl)ethyl)propane-2-sulfinamide CC(C)(C)[S@@](=O)N[C@H](C)C1=CC(=CC(=C1)[N+](=O)[O-])C |&1:7|